ortho-methyl-phenol CC1=C(C=CC=C1)O